C(C)(C)C1=C(C=CC=C1)C1N[C@@H](CC1)C (5R)-2-(2-isopropylphenyl)-5-methylpyrrolidine